2-(5-(3,5-dimethylisoxazol-4-yl)-1-(1-(pyridin-2-yl)ethyl)-1H-pyrrolo[2,3-b]pyridin-3-yl)isonicotinic acid CC1=NOC(=C1C=1C=C2C(=NC1)N(C=C2C=2C=C(C(=O)O)C=CN2)C(C)C2=NC=CC=C2)C